IC1COCC1 3-iodo-tetrahydrofuran